NC1=C(C(N(C2=NC(=CC=C12)OC(F)F)C1=CC=C(C=C1)NC(=O)OC(C)(C)C)=O)C(=O)O 4-Amino-1-(4-((tert-butyloxycarbonyl)amino)phenyl)-7-(difluoromethoxy)-2-oxo-1,2-dihydro-1,8-naphthyridine-3-carboxylic acid